COC=1C=C2C(=NC=NC2=CC1OC)N1CCC(CC1)C(CN)CC 2-(1-(6,7-dimethoxyquinazolin-4-yl)piperidin-4-yl)butan-1-amine